FC1([C@H](C=2C(=C(SC2S(=O)(=O)C)OCC2(CCC2)OC)C1)O)F (4S)-5,5-difluoro-3-methanesulfonyl-1-[(1-methoxycyclobutyl)methoxy]-4H,5H,6H-cyclopenta[c]thiophen-4-ol